silicon (vinylsilane) C(=C)[SiH3].[Si]